3-(3-isopropyl-5-(piperidin-4-yl)-1H-indol-2-yl)-1,2-dimethyl-1H-pyrrolo[2,3-b]pyridine C(C)(C)C1=C(NC2=CC=C(C=C12)C1CCNCC1)C1=C(N(C2=NC=CC=C21)C)C